(S)-N-(3''-fluoro-5''-methoxy-2,2'-dimethyl-4''-((methyl(5-oxopyrrolidin-3-yl)amino)methyl)-[1,1':3',1''-terphenyl]-3-yl)-3-methyl-2,4-dioxo-1,2,3,4-tetrahydropyrimidine-5-carboxamide FC=1C=C(C=C(C1CN([C@@H]1CNC(C1)=O)C)OC)C=1C(=C(C=CC1)C1=C(C(=CC=C1)NC(=O)C=1C(N(C(NC1)=O)C)=O)C)C